N1C2=C(C=3C=NC(=CC31)C(=O)N)C2 methanopyrrolo[3,2-c]pyridine-6-carboxamide